CC(CC(C)C)NC1=CC=C(C=C1)NC1=CC=CC=C1 1,3-dimethylbutyl-N-phenyl-p-phenylenediamine